ClCCC(=O)C1=CC=C(C=C1)O chloromethyl-4'-hydroxyacetophenone